C(C=C)(=O)N1CC2(C1)CN(CC2)C2=NC(=NC(=C2C#N)C2=C1C=NNC1=CC=C2)N2CCOCC2 4-(2-acryloyl-2,6-diazaspiro[3.4]octan-6-yl)-6-(1H-indazol-4-yl)-2-morpholinopyrimidine-5-carbonitrile